[N+](=O)([O-])C1=CC=C(C(=O)NC2=C(C=CC=C2)NC(OC(C)(C)C)=O)C=C1 Tert-butyl (2-(4-nitrobenzamido)phenyl)carbamate